2-(6-amino-5-cyanopyridin-3-yl)-N-[2-(pyridin-4-yl)propan-2-yl]-6,7-dihydrospiro[pyrazolo[5,1-c][1,4]oxazine-4,3'-pyrrolidine]-1'-carboxamide NC1=C(C=C(C=N1)C1=NN2C(=C1)C1(CN(CC1)C(=O)NC(C)(C)C1=CC=NC=C1)OCC2)C#N